FC(C=1C=C(CN2N=CC(=C2)C(=O)O)C=CC1CN1C(C=CC=C1)=O)F 1-(3-(Difluoromethyl)-4-((2-oxopyridin-1(2H)-yl)methyl)benzyl)-1H-pyrazole-4-carboxylic acid